C1(=CC=CC=C1)C(C)OCC1=CC=C(C=C1)NC(C1=CC(=CC=C1)B1OC(C(O1)(C)C)(C)C)=O N-(4-((1-phenylethoxy)methyl)phenyl)-3-(4,4,5,5-tetramethyl-1,3,2-dioxaborolan-2-yl)benzamide